(1R,2S,4S,5S,6S)-2,4-dimethyl-N-(2-methyl-1-((3-methylpyridin-2-yl)oxy)propan-2-yl)-3-azabicyclo[3.1.0]hexane-6-carboxamide C[C@H]1[C@H]2C([C@H]2[C@@H](N1)C)C(=O)NC(COC1=NC=CC=C1C)(C)C